Methyl 2-chloro-6-(2-methoxyethoxy)pyrimidine-4-carboxylate ClC1=NC(=CC(=N1)C(=O)OC)OCCOC